CN1N=C(N=C2C1=NC(N(C2=O)C)=O)C 1,3,6-Trimethylpyrimido[5,4-e][1,2,4]triazine-5,7(1H,6H)-dione